1,1,2-trichloro-2,2-difluoroethane ClC(C(F)(F)Cl)Cl